(S)-2-(4-(4-(difluoromethyl)pyrazolo[1,5-a]pyridin-2-yl)-1,4,6,7-tetrahydro-5H-imidazo[4,5-c]pyridin-5-yl)-5-(6-methylpyridin-2-yl)-1,3,4-oxadiazole FC(C=1C=2N(C=CC1)N=C(C2)[C@H]2N(CCC1=C2N=CN1)C=1OC(=NN1)C1=NC(=CC=C1)C)F